pentan-2-yl 2-[1-[(4-methylphenyl)methyl]-5-oxopyrrolidin-2-yl]acetate CC1=CC=C(C=C1)CN1C(CCC1=O)CC(=O)OC(C)CCC